C[SiH](C)[Ti](NC(C)(C)C)C1(C(=C(C(=C1)C)C)C)C dimethylsilyl-(tetramethylcyclopentadienyl)(tert-butylamino)titanium